C(C)(=O)N[C@@H](CC1=CC=CC=C1)C(=O)O acetyl-phenylalanine